Tert-butyl 4-[3-[3-[4-[4-amino-3-(4-phenoxyphenyl)pyrazolo[3,4-d]pyrimidin-1-yl]-1-piperidyl]pyrrolidin-1-yl]azetidin-1-yl]piperidine-1-carboxylate NC1=C2C(=NC=N1)N(N=C2C2=CC=C(C=C2)OC2=CC=CC=C2)C2CCN(CC2)C2CN(CC2)C2CN(C2)C2CCN(CC2)C(=O)OC(C)(C)C